1,9-diazaspiro[5.5]undecane-2-one N1C(CCCC12CCNCC2)=O